C[C@@H]1CN(C[C@@H](N1)C)C=1N=NC(=CN1)C1=C(C=C(C=C1)C=1N=CC=2N(C1)N=C(N2)C)O 2-{3-[(3r,5s)-3,5-dimethylpiperazin-1-yl]-1,2,4-triazin-6-yl}-5-(2-methyl-[1,2,4]triazolo[1,5-a]pyrazin-6-yl)phenol